1-(2-fluoro-3-(4,4,5,5-tetramethyl-1,3,2-dioxaborolan-2-yl)phenyl)-2,4-dimethyl-1H-imidazole FC1=C(C=CC=C1B1OC(C(O1)(C)C)(C)C)N1C(=NC(=C1)C)C